C(C)(C)OC(=O)C1(CN=C(O1)NC1=C2CCCC2=CC=2CCCC12)C1=NOC=C1 ((1,2,3,5,6,7-hexahydro-s-indacen-4-yl)amino)-5-(isoxazol-3-yl)-4,5-Dihydrooxazole-5-carboxylic acid isopropyl ester